[Cl-].[Cl-].ClC1=CC=C(C=C1)C(=[Zr+2](C1=C(C(=CC=2C3=CC(=C(C=C3CC12)C1=CC=CC=C1)C(C)(C)C)C(C)(C)C)C1=CC=CC=C1)C1C=CC=C1)C1=CC=C(C=C1)Cl di-(p-chlorophenyl)methylene(cyclopentadienyl)(2,7-diphenyl-3,6-di-tert-butylfluorenyl)zirconium dichloride